BrC1=C(C=C(N=N1)C(=O)OC)C methyl 6-bromo-5-methylpyridazine-3-carboxylate